C(CCC)(=O)O.C(CCC)(=O)O.O=C1C(O)=C(O)[C@H](O1)[C@@H](O)CO ascorbic acid di-n-butyrate